Cl.N[C@H]1CN(CCC1)C(=O)C1=CC2=C(N(C(=N2)C2=CC3=C(N2C(=O)C2CC2)SC=C3)C)C(=C1)OC (R)-(3-aminopiperidin-1-yl)(2-(6-(cyclopropanecarbonyl)-6H-thieno[2,3-b]pyrrol-5-yl)-7-methoxy-1-methyl-1H-benzo[d]imidazol-5-yl)methanone hydrochloride